C[Sn](C)(C)C1=NN2C(C=CC=C2)=N1 (trimethylstannyl)-[1,2,4]triazolo[1,5-a]pyridine